C(CC1=CC=CC=C1)C1=NN(C2=C3C(=C(C=C12)O)C=CC=C3)C3=CC=CC=C3 3-phenethyl-1-phenyl-1H-benzo[g]indazol-5-ol